CC1=NN(C2=CC(=CC=C12)/C=C/C(=O)NC=1C(=NC=CC1)C)C1OCCCC1 (2E)-3-[3-methyl-1-(oxan-2-yl)indazol-6-yl]-N-(2-methylpyridin-3-yl)prop-2-enamide